1,9-Bis-(4-pyridinyl)-2,5,8-trithianonane N1=CC=C(C=C1)CSCCSCCSCC1=CC=NC=C1